dimethylacrylleucine CC(=CC(=O)N[C@@H](CC(C)C)C(=O)O)C